[K+].O=C1N(C(C=2C=CC=3C(N(C(C=4C3C2C1=CC4)=O)CC(=O)[O-])=O)=O)CC(=O)[O-].[K+] 2,2'-(1,3,6,8-tetraoxo-1,3,6,8-tetrahydrobenzo[lmn][3,8]phenanthroline-2,7-diyl)diacetate Potassium